(S)-6-(((1-(6-((cyclopropylmethyl)amino)pyridin-3-yl)piperidin-3-yl)((2-methoxypyridin-4-yl)methyl)amino)methyl)-9,10-difluoro-2,3-dihydro-7H-[1,4]oxazino[2,3,4-ij]quinolin-7-one C1(CC1)CNC1=CC=C(C=N1)N1C[C@H](CCC1)N(CC1=CC(=NC=C1)OC)CC1=CN2C3=C(C(=C(C=C3C1=O)F)F)OCC2